4-methoxy-6-(5-(((3s,5r)-3-methyl-5-(4-methyl-1-oxo-1,3-dihydroisobenzofuran-5-yl-3,3-d2)piperazin-1-yl)methyl)isoxazol-3-yl)pyridine-3-carbonitrile COC1=C(C=NC(=C1)C1=NOC(=C1)CN1C[C@@H](N[C@@H](C1)C=1C(=C2C(OC(C2=CC1)=O)([2H])[2H])C)C)C#N